ethyl-(Z)-N-benzyl-N-([methyl(methyl-thioethylideneaminooxycarbonyl)amino]thio)-β-alaninate C(C)OC(CCN(SN(C(=O)O\N=C/CSC)C)CC1=CC=CC=C1)=O